3-deutero-piperidine-2,6-dione [2H]C1C(NC(CC1)=O)=O